C1(CCCC1)N1C(=CC2=C1N=C(N=C2)NC2=NC=C(C=C2)N2CCC(CC2)NC)C(=O)N(C)C 7-cyclopentyl-N,N-dimethyl-2-((5-(4-(methylamino)piperidin-1-yl)pyridin-2-yl)amino)-7H-pyrrolo[2,3-d]pyrimidine-6-carboxamide